C(C)(C)(C)OC(N(C)C1CN(CC1(F)F)C1=NN(C2=C1C=NC(=C2)Cl)C2OCCCC2)=O (1-(6-chloro-1-(tetrahydro-2H-pyran-2-yl)-1H-pyrazolo[4,3-c]pyridin-3-yl)-4,4-difluoropyrrolidin-3-yl)(methyl)carbamic acid tert-butyl ester